NC1=NC(=NC(=N1)N)CCNC(=O)NCCC[Si](OC)(OC)OC 1-{2-[4,6-diamino-(1,3,5)triazine-2-yl]-ethyl}-3-[3-(trimethoxysilyl)Propyl]urea